ClC1=C(C2=C(N(C1=O)C)CN([C@@H]2C)C(=O)OC(C)(C)C)C tert-butyl (R)-3-chloro-1,4,5-trimethyl-2-oxo-1,2,5,7-tetrahydro-6H-pyrrolo[3,4-b]pyridine-6-carboxylate